CC(=O)O[C@H]1C[C@H]2CC[C@@]1(C2(C)C)C (+)-bornyl acetate